(2-(2-((2,2-difluoro-2-(3-(trifluoromethyl)phenyl)ethyl)amino)-2-oxoethoxy)phenyl)phosphonic acid FC(CNC(COC1=C(C=CC=C1)P(O)(O)=O)=O)(C1=CC(=CC=C1)C(F)(F)F)F